4-(3-cyclohexyl-2-acetoxyiminopropionyl)-4''-(2-butoxy-2-oxoacetyl)p-terphenyl C1(CCCCC1)CC(C(=O)C1=CC=C(C=C1)C1=CC=C(C=C1)C1=CC=C(C=C1)C(C(=O)OCCCC)=O)=NOC(C)=O